(R,E)-N-(2-ethoxy-4-nitrophenyl)-3-(1-methylpyrrolidine-2-yl)acrylamide C(C)OC1=C(C=CC(=C1)[N+](=O)[O-])NC(\C=C\[C@@H]1N(CCC1)C)=O